C(C(=C)C)(=O)OC1CC2C3CC4C(C3C1C2)O4 [3,4-epoxytricyclo(5.2.1.02,6)decan-9-yl] methacrylate